tert-butyl (4R)-4-hydroxy-2-(4-methoxypyrimidin-5-yl)pyrrolidine-1-carboxylate O[C@@H]1CC(N(C1)C(=O)OC(C)(C)C)C=1C(=NC=NC1)OC